FC1=C(C=CC(=C1)O)N(C(=O)C1(CC1)C(=O)N)C1=CC(=CC=C1)F N-(2-fluoro-4-hydroxyphenyl)-N-(3-fluorophenyl)cyclopropane-1,1-dicarboxamide